((cyclohexylmethyl)(methoxycarbonyl)amino)-5-methylhexanoate C1(CCCCC1)CN(C(=O)OC)C(C(=O)[O-])CCC(C)C